C1(CCCC1)NC1=CC=C(C=C1)[C@@H]1N(CCC[C@@H]1C(=O)NC1=CC(=C(C=C1)C)C(F)(F)F)S(=O)(=O)C1=CC2=CC=CC=C2C=C1 (2R,3S)-2-(4-(cyclopentylamino)phenyl)-N-(4-methyl-3-(trifluoromethyl)phenyl)-1-(naphthalen-2-ylsulfonyl)piperidine-3-carboxamide